C1(=CC=CC=C1)P1(CC=CC1)=O 1-phenyl-2,5-dihydro-phosphole-1-oxide